5-isopropyl-3-(isoquinolin-1-yl)-4,5-dihydroisoOxazole-5-carboxamide C(C)(C)C1(CC(=NO1)C1=NC=CC2=CC=CC=C12)C(=O)N